3-(5-(difluoromethyl)-1,3,4-thiadiazol-2-yl)-8-((3S,5S)-3,5-dimethyl-piperazin-1-yl)-N-(1-methylcyclopropyl)imidazo[1,2-a]pyridine-6-sulfonamide formate C(=O)O.FC(C1=NN=C(S1)C1=CN=C2N1C=C(C=C2N2C[C@@H](N[C@H](C2)C)C)S(=O)(=O)NC2(CC2)C)F